(N-acetyl-O-benzyl-D-seryl)-1-(α-cyano-3-(3-hydroxymethyl-4-hydroxyphenyl)acryloyl)piperazine C(C)(=O)N[C@H](COCC1=CC=CC=C1)C(=O)C1N(CCNC1)C(C(=CC1=CC(=C(C=C1)O)CO)C#N)=O